CC1(NC(CC(C1)OCC1=CC=C(C=C1)COC1CC(NC(C1)(C)C)(C)C)(C)C)C α,α'-bis(2,2,6,6-tetramethyl-4-piperidinyloxy)-p-xylene